NC1=C(C(=NN1[C@H](C(F)(F)F)C)C1=CC=C(C=C1)CNC(C1=C(C=CC(=C1)F)OC)=O)C#N N-[[4-[5-amino-4-cyano-1-[(1S)-2,2,2-trifluoro-1-methyl-ethyl]pyrazol-3-yl]phenyl]methyl]-5-fluoro-2-methoxy-benzamide